N1=C(C=CC=C1)C=1N=C(SC1)C1=C(C(=O)N)C=CC(=C1)C(=O)N (4-(pyridin-2-yl)thiazol-2-yl)terephthalamide